tert-butyl (exo)-3-[(6-[4-[1-(oxan-2-yl)pyrazol-4-yl]-1,3-benzothiazol-7-yl]pyridazin-3-yl) amino]-8-azabicyclo[3.2.1]octane-8-carboxylate O1C(CCCC1)N1N=CC(=C1)C1=CC=C(C2=C1N=CS2)C2=CC=C(N=N2)NC2CC1CCC(C2)N1C(=O)OC(C)(C)C